BrC=1C=CC2=C(NC(=N2)C2=CC(=CC(=N2)NCC)C2=C(C=NN2C)C2=NN=CN2C)C1C(F)(F)F 6-(6-Bromo-7-(trifluoromethyl)-1H-benzo[d]imidazol-2-yl)-N-ethyl-4-(1-methyl-4-(4-methyl-4H-1,2,4-triazol-3-yl)-1H-pyrazol-5-yl)pyridin-2-amine